ONC(C1=CC(C(=O)NC=2C=CC=C3C=CC=NC23)=CC=C1)=O N1-hydroxy-N3-(quinolin-8-yl)isophthalamide